4-[(2R)-3-(3,4-dihydro-1H-isoquinolin-2-yl)-2-hydroxypropyl]-8-[1-(4-hydroxy-1-piperidyl)ethyl]-2,3-dihydro-1,4-benzoxazepin-5-one C1N(CCC2=CC=CC=C12)C[C@H](CN1CCOC2=C(C1=O)C=CC(=C2)C(C)N2CCC(CC2)O)O